BrCC(=O)C=1SC(=CC1)C(C12CCCN2CCC1)O 2-bromo-1-(5-(hydroxy(tetrahydro-1H-pyrrolizin-7a(5H)-yl)methyl)thiophen-2-yl)ethan-1-one